Cl.C(C1=CC=CC=C1)C1=NC2=CC=CC(=C2C=C1C(=O)NC)NC1CCNCC1 benzyl-N-methyl-5-(piperidin-4-ylamino)quinoline-3-carboxamide hydrochloride